tert-Butyl 7-(2-hydroxyethyl)-3,4-dihydro-1,8-naphthyridine-1(2H)-carboxylate OCCC1=CC=C2CCCN(C2=N1)C(=O)OC(C)(C)C